C(CCCCCCC)OCCCCCCCC Octylether